2-chloro-3-ethyl-5-(4,4,5,5-tetramethyl-1,3,2-dioxaborolan-2-yl)pyridine ClC1=NC=C(C=C1CC)B1OC(C(O1)(C)C)(C)C